beta-carboline-3-carboxylic acid C1=NC(=CC=2C3=CC=CC=C3NC12)C(=O)O